C1(CC1)NC=1C(=NN2C1NC(=C(C2=O)C2=CC=C(C=C2)OC)C)C2=CC=CC=C2 3-(cyclopropylamino)-6-(4-methoxyphenyl)-5-methyl-2-phenylpyrazolo[1,5-a]pyrimidin-7(4H)-one